C(C)(C)(C)N(C(=O)OC[C@@H]1[C@H]([C@H]([C@@H](O1)N1C=NC=2C(O)=NC=NC12)OC)O)[C@@H](C(NC1=CC=C(C=C1)C(F)(F)F)=O)CC1=CC=C(C=C1)C1=CC=C(C=C1)C(F)(F)F 2'-O-methyl-inosine tert-butyl-(R)-(1-oxo-3-(4'-(trifluoromethyl)-[1,1'-biphenyl]-4-yl)-1-((4-(trifluoromethyl)phenyl)amino)propan-2-yl)carbamate